(3-((4-nitrophenyl)thio)propyl)carbamic acid benzyl ester C(C1=CC=CC=C1)OC(NCCCSC1=CC=C(C=C1)[N+](=O)[O-])=O